2-Cyclopropyl-heptan-2-ol C1(CC1)C(C)(CCCCC)O